CSC1=NC=C(C(=O)NCC#C)C=C1[N+](=O)[O-] 6-(Methylthio)-5-nitro-N-(prop-2-yn-1-yl)nicotinamide